5-{3-[(4-aminooxan-4-yl)formamido]propoxy}-N-(2-{2-[(6-chlorohexyl)oxy]ethoxy}ethyl)pentanamide NC1(CCOCC1)C(=O)NCCCOCCCCC(=O)NCCOCCOCCCCCCCl